2-(1-(4-amino-3-(3-fluoro-4-isopropoxyphenyl)-1H-pyrazolo[3,4-d]pyrimidin-1-yl)ethyl)-3-cyclobutyl-5-fluoroquinazolin-4(3H)-one NC1=C2C(=NC=N1)N(N=C2C2=CC(=C(C=C2)OC(C)C)F)C(C)C2=NC1=CC=CC(=C1C(N2C2CCC2)=O)F